C(C)OC(CC1CC1)OCC (2,2-diethoxyethyl)cyclopropane